C(C)OC(=O)C1=NN(C=2C(N(CCC21)C2=CC=C(C=C2)[N+](=O)[O-])=O)C2=CC=C(C=C2)OC 4,5,6,7-tetrahydro-1-(4-methoxyphenyl)-6-(4-nitrophenyl)-7-oxo-1H-pyrazolo[3,4-C]pyridine-3-carboxylic acid ethyl ester